(S)-1-(4-((5-(2-(2-aminopyridin-3-yl)-5-cyclopropyl-3H-imidazo[4,5-b]pyridin-3-yl)-2,3-dihydro-1H-inden-1-yl)amino)piperidin-1-yl)prop-2-en-1-one NC1=NC=CC=C1C1=NC=2C(=NC(=CC2)C2CC2)N1C=1C=C2CC[C@@H](C2=CC1)NC1CCN(CC1)C(C=C)=O